NC=1OC(C(C1[C@@H](S(=O)(=O)O)C1=CC=CC=C1)=O)([2H])C1=C(C=C(C=C1)F)Cl.C(C)(C)NC(COC1=CC(=CC=C1)C1=NC2=CC=CC=C2C(N1)=O)=O N-isopropyl-2-[3-(4-oxo-3,4-dihydroquinazolin-2-yl)phenoxy]acetamide (S)-2-amino-5-(2-chloro-4-fluorophenyl)-4-oxo-4,5-dihydrofuran-3-yl-5-d-phenylmethanesulfonate